(1R,3s,5S)-3-formyl-8-azabicyclo[3.2.1]octane-8-carboxylic acid tert-butyl ester C(C)(C)(C)OC(=O)N1[C@H]2CC(C[C@@H]1CC2)C=O